BrC=1C=CC2=C(C(=C(O2)CC)C(=O)C2=CC(=C(C(=C2)I)O)I)C1 (5-Bromo-2-ethylbenzofuran-3-yl)(4-hydroxy-3,5-diiodophenyl)methanone